The molecule is a flavanone glycoside that is 6,8,4'-trihydroxyflavanone attached to a 6-O-[(2E)-3-(4-hydroxyphenyl)prop-2-enoyl]-beta-D-glucopyranosyl moiety at position 4' via a glycosidic linkage. Isolated from Leucas urticifolia, it acts as a cholinesterase inhibitor. It has a role as a metabolite and an EC 3.1.1.8 (cholinesterase) inhibitor. It is a dihydroxyflavanone, a beta-D-glucoside, a cinnamate ester and a flavanone glycoside. It derives from a trans-4-coumaric acid. C1[C@H](OC2=C(C1=O)C=C(C=C2O)O)C3=CC=C(C=C3)O[C@H]4[C@@H]([C@H]([C@@H]([C@H](O4)COC(=O)/C=C/C5=CC=C(C=C5)O)O)O)O